C1=CC=CC=2C3=CC=CC=C3C(C12)COC(=O)N([C@H](C(=O)O)CCC1=NOC(N1)=O)C (2S)-2-[9H-fluoren-9-ylmethoxycarbonyl-(methyl)amino]-4-(5-Oxo-4H-1,2,4-oxadiazol-3-yl)butyric acid